(3-((3-carbamoyl-6-cyclopropyl-5-ethylpyrazin-2-yl)amino)-5-fluorophenylethyl)carbamic acid tert-butyl ester C(C)(C)(C)OC(NCCC1=CC(=CC(=C1)F)NC1=NC(=C(N=C1C(N)=O)CC)C1CC1)=O